benzyl (2R,3R)-3-cyclopropyl-1-methylazepine-2-carboxylate C1(CC1)C1=C(N(C=CC=C1)C)C(=O)OCC1=CC=CC=C1